C(\C=C\C(=O)O)(=O)O.C(N)(=O)C(CNC([C@@H](CC(C(CC(CC1=CC(=C(C=C1)OC)OCCCOC)C(C)C)N)O)C(C)C)=O)(C)C.C(N)(=O)C(CNC([C@@H](CC(C(CC(CC1=CC(=C(C=C1)OC)OCCCOC)C(C)C)N)O)C(C)C)=O)(C)C (S)-N-(2-carbamoyl-2-methylpropyl)-5-amino-4-hydroxy-2,7-diisopropyl-8-[4-methoxy-3-(3-methoxypropoxy)-phenyl]Octanoamide hemi-fumarate